C(C=C)C1(CCN(CC1)C(=O)OC(C)(C)C)NC1=CC(=C(C=C1)F)F tert-butyl 4-allyl-4-((3,4-difluorophenyl) amino)piperidine-1-carboxylate